N-[4-(5-{1-[(6,7-dimethoxy-2-methylquinazolin-4-yl)amino]ethyl}thiophen-2-yl)benzyl]acetamide COC=1C=C2C(=NC(=NC2=CC1OC)C)NC(C)C1=CC=C(S1)C1=CC=C(CNC(C)=O)C=C1